C(C=C)(=O)NCCCCS(=O)(=O)O acrylamidobutylsulfonic acid